FC1=C(N)C=CC(=C1)N1C(CCC1)OC 2-fluoro-4-(methoxypyrrolidin-1-yl)aniline